ClC=1C=C(C=CC1)CC(=O)NC1=CC(=NC=C1)C(=O)NC1(CC1)C#N 4-[[2-(3-chlorophenyl)acetyl]amino]-N-(1-cyanocyclopropyl)pyridine-2-carboxamide